N-(2,2-difluoroethyl)-2-(3-(4-(difluoromethoxy)phenyl)-6-oxopyridazin-1(6H)-yl)acetamide FC(CNC(CN1N=C(C=CC1=O)C1=CC=C(C=C1)OC(F)F)=O)F